C12C(C3CC(CC(C1)C3)C2)N2CCN(CC2)CC2=NN(C(=C2C)C2=CC=C(C=C2)Cl)C2=C(C=C(C=C2)Cl)Cl 1-((1r,3r,5r,7r)-adamantan-2-yl)-4-((5-(4-chlorophenyl)-1-(2,4-dichlorophenyl)-4-methyl-1H-pyrazol-3-yl)methyl)-piperazine